tert-Butyl (1S,4S)-5-((R)-1-((4-(N,N-diethylsulfamoyl)phenyl)sulfonyl)piperidine-3-carbonyl)-2,5-diazabicyclo[2.2.1]heptane-2-carboxylate C(C)N(S(=O)(=O)C1=CC=C(C=C1)S(=O)(=O)N1C[C@@H](CCC1)C(=O)N1[C@@H]2CN([C@H](C1)C2)C(=O)OC(C)(C)C)CC